CN1C(SC2=C1C=CC=C2)=[Pd](=C2SC1=C(N2C)C=CC=C1)(I)I bis(3-methyl-2(3H)-benzothiazolylidene)palladium diiodide